tert-butyl (3-(2,4-dioxotetrahydropyrimidin-1(2H)-yl)-2-methylquinolin-8-yl)glycinate O=C1N(CCC(N1)=O)C=1C(=NC2=C(C=CC=C2C1)NCC(=O)OC(C)(C)C)C